1-isobutyl-2,3-dimethyl-5,6,7,8-tetrahydro-1H-pyrrolo[2,3-b]quinolin-4-amine C(C(C)C)N1C(=C(C=2C1=NC=1CCCCC1C2N)C)C